methoxy-phenyl-1H-phenylchloride COC1C(C=CC=C1)(C1=CC=CC=C1)Cl